(1-[4-(trifluoromethyl)phenyl])Butane-1,3-dione FC(C1=CC=C(C=C1)C(CC(C)=O)=O)(F)F